2-methyl-4-(2,2,3-trimethyl-3-cyclopenten-1-yl)-2-buten CC(C)=CCC1C(C(=CC1)C)(C)C